7-(8-ethynyl-7-fluoronaphthalen-1-yl)-8-fluoro-2-(((2R,7aS)-2-fluorohexahydro-1H-pyrrolizin-7a-yl)methoxy)-N-methyl-N-((R)-pyrrolidin-3-yl)pyrido[4,3-d]pyrimidin-4-amine C(#C)C=1C(=CC=C2C=CC=C(C12)C1=C(C=2N=C(N=C(C2C=N1)N([C@H]1CNCC1)C)OC[C@]12CCCN2C[C@@H](C1)F)F)F